ClC=1SC=C(N1)C(C(=O)[O-])(F)F.[Na+] sodium (2-chloro-1,3-thiazol-4-yl)(difluoro)acetate